tert-butyl (5R)-3-[(2S)-2-[bis(tert-butoxycarbonyl)amino]-3-(tert-butoxy)-3-oxopropyl]-2-oxo-5-(trifluoromethyl)-5H-pyrrole-1-carboxylate C(C)(C)(C)OC(=O)N([C@@H](CC=1C(N([C@H](C1)C(F)(F)F)C(=O)OC(C)(C)C)=O)C(=O)OC(C)(C)C)C(=O)OC(C)(C)C